2-(4-(2-methylbenzoyl)phenoxy)-N-(pyridin-3-yl)acetamide CC1=C(C(=O)C2=CC=C(OCC(=O)NC=3C=NC=CC3)C=C2)C=CC=C1